BrC1=CC=C(S1)C(=O)C1CC1 (5-bromothien-2-yl)(cyclopropyl)methanone